C(C)(C)(C)C=1C=C2C=3C=CC=C(C3NC2=CC1)Cl 6-tert-butyl-1-chloro-carbazole